ClC1=NC=C(C=N1)C1CC(CO1)O 5-(2-chloropyrimidin-5-yl)tetrahydrofuran-3-ol